N[C@@H]1[C@@H](OCC12CCN(CC2)C=2C(=NC(=CN2)SC2=C(C(=NC=C2)OC)Cl)CO)C {3-[(3S,4S)-4-amino-3-methyl-2-oxa-8-azaspiro[4.5]decan-8-yl]-6-[(3-chloro-2-methoxypyridin-4-yl)thio]pyrazin-2-yl}methanol